C(C(=C)C)(=O)ON1CCCCC1 piperidyl methacrylate